FC1=CC=C(C=C1)CCC(C(=O)OC)=O methyl 4-(4-fluorophenyl)-2-oxobutanoate